(3-fluoro-4-methoxyphenyl)(phenyl)methanone ethyl-7-methoxy-1,5-naphthyridine-3-carboxylate C(C)OC(=O)C=1C=NC2=CC(=CN=C2C1)OC.FC=1C=C(C=CC1OC)C(=O)C1=CC=CC=C1